Cl.C1CC12NCCN(C2)C2=CC=C(C=N2)C=2C=1N(C=C(C2)OCC)N=C2C1C=NN2 4-(6-(4,7-diazaspiro[2.5]octan-7-yl)pyridin-3-yl)-6-ethoxy-1H-pyrazolo[3',4':3,4]Pyrazolo[1,5-a]pyridine hydrochloride